oxabicyclo[2.1.1]hexan C12OCC(C1)C2